[Na+].S(=O)(=O)([O-])C(C(=O)OCCCCCC)CC(=O)OCCCCCC dihexyl sulfosuccinate, sodium salt